(S)-tert-butyl 5-((2S,4R)-2-(((S)-1-(4-ethynylphenyl)ethyl)carbamoyl)-4-hydroxypyrrolidin-1-yl)-3,3-dimethyl-5-oxo-4-((phenoxycarbonyl)amino)pentanoate C(#C)C1=CC=C(C=C1)[C@H](C)NC(=O)[C@H]1N(C[C@@H](C1)O)C([C@H](C(CC(=O)OC(C)(C)C)(C)C)NC(=O)OC1=CC=CC=C1)=O